BrC=1C=C(C=CC1)C1=CC(=NN1)C1=CC2=C(N(CCO2)C)C=C1 7-[5-(3-Bromophenyl)-1H-pyrazol-3-yl]-4-methyl-3,4-dihydro-2H-1,4-benzoxazine